C(C)(C)(C)OC(=O)N[C@H](C(=O)O)C (S)-2-((tert-butoxycarbonyl)amino)propionic acid